O=C1NC(CCC1N1C(C2=CC=CC(=C2C1=O)NCCOCCOCC=O)=O)=O 2-[2-[2-[[2-(2,6-dioxo-3-piperidyl)-1,3-dioxo-isoindolin-4-yl]amino]ethoxy]ethoxy]acetaldehyde